3-((2,2,3,3,4,4-hexafluorohexyl)oxy)-4-(1-(methyl-d3)-1,2,5,6-tetrahydropyridin-3-yl)-1,2,5-thiadiazole FC(COC1=NSN=C1C=1CN(CCC1)C([2H])([2H])[2H])(C(C(CC)(F)F)(F)F)F